N-{8-ethyl-9-methoxy-1H,2H,4H,5H-oxepino[4,5-b]quinolin-11-yl}-1-methylpiperidin-4-amine C(C)C=1C(=CC=2C(=C3C(=NC2C1)CCOCC3)NC3CCN(CC3)C)OC